COC=1C=C(C=C(C1)OC)N1CC2=C(CC1)C(=NN2)C2=C(C=CC=C2)[N+](=O)[O-] 6-(3,5-dimethoxyphenyl)-3-(2-nitrophenyl)-4,5,6,7-tetrahydro-1H-pyrazolo[3,4-c]pyridine